4-bromo-2-(trifluoromethyl)quinoline BrC1=CC(=NC2=CC=CC=C12)C(F)(F)F